3,5-difluoro-4-(trifluoromethyl)pyridine FC=1C=NC=C(C1C(F)(F)F)F